C(C)(C)(C)OC(=O)N1CCC(CC1)CCOCC1CCNCC1 4-((2-(1-(tert-butoxycarbonyl)piperidin-4-yl)ethoxy)methyl)piperidine